Cl.COC=1C=C(C2=C(C(=NS2(=O)=O)N(\N=C\C2=CC(=C(C=C2)O)OC)CCN2CCOCC2)C1)OC 4-[(E)-[(5,7-dimethoxy-1,1-dioxo-1,2-benzothiazol-3-yl)-(2-morpholinoethyl)hydrazono]methyl]-2-methoxy-phenol hydrochloride